perfluoro benzenesulfonate C1(=CC=CC=C1)S(=O)(=O)OF